COC(=O)C1(C(C2=CC=C(C=C2C1)Cl)=O)O 5-chloro-2,3-dihydro-2-hydroxy-1-oxo-1H-indene-2-carboxylic acid methyl ester